N-(5-((6-((R)-3-(3-chloro-4-fluorophenyl)isoxazolidine-2-yl)pyrimidine-4-yl)amino)-4-methoxy-2-((3aS,6aS)-1-methylhexahydro-pyrrolo[3,4-b]pyrrole-5(1H)-yl)phenyl)acrylamide ClC=1C=C(C=CC1F)[C@@H]1N(OCC1)C1=CC(=NC=N1)NC=1C(=CC(=C(C1)NC(C=C)=O)N1C[C@H]2N(CC[C@H]2C1)C)OC